C(CC[C@@H](C(=O)O)NC(=O)C1=CC=C(NCC2=CC=C3N=C(N)NC(=O)C3=C2)C=C1)(=O)[O-] 5,8-dideazafolate